Cl.ClC1=CC=C(CN2CCC(CC2)CN2N=CC=C(C2=O)C2=CC=CC=C2)C=C1 2-((1-(4-Chlorobenzyl)piperidin-4-yl)methyl)-4-phenylpyridazin-3(2H)-on Hydrochlorid